N-(3-(3-((1H-indazol-5-yl)amino)-1H-indazol-1-yl)phenyl)acetamide N1N=CC2=CC(=CC=C12)NC1=NN(C2=CC=CC=C12)C=1C=C(C=CC1)NC(C)=O